C(=O)O.C(#N)C=1C(=NC=C(C1C1=CC(=C(C=C1)C#N)F)C1=CC(=C(C=C1)OC)O)N1CCC(CC1)NCC1=C(C=C(C=N1)/C=C/C(=O)NO)F (E)-3-(6-(((1-(3-Cyano-4-(4-cyano-3-fluorophenyl)-5-(3-hydroxy-4-methoxyphenyl)pyridin-2-yl)piperidin-4-yl)amino)methyl)-5-fluoropyridin-3-yl)-N-hydroxyacrylamide formate